OCC12C=C(CC(CC1)(O2)CO)C2=CC=C(C(=N2)C2=CCC(CC2)(C)C)NC(=O)C=2N(C=C(N2)C#N)COCC[Si](C)(C)C N-[6-[1,5-bis(hydroxymethyl)-8-oxabicyclo[3.2.1]oct-2-en-3-yl]-2-(4,4-dimethylcyclohexen-1-yl)-3-pyridyl]-4-cyano-1-(2-trimethylsilylethoxymethyl)imidazole-2-carboxamide